N-((1S)-1-(5-((5-Chloro-4-fluoro-2,3-dihydro-1H-inden-2-yl)amino)pyridin-2-yl)-2,2,2-trifluoroethyl)-N-methylazetidine-3-carboxamide ClC=1C(=C2CC(CC2=CC1)NC=1C=CC(=NC1)[C@@H](C(F)(F)F)N(C(=O)C1CNC1)C)F